rac-(4S,5R)-3-methyl-4-nitro-5-(m-tolyl)pyrrolidin-2-one CC1C(N[C@@H]([C@H]1[N+](=O)[O-])C=1C=C(C=CC1)C)=O |r|